{2-[4-(methoxymethoxy)phenoxy]ethyl}pyrrolidine COCOC1=CC=C(OCCN2CCCC2)C=C1